(4R)-4-[3-[3-[[2-Fluoro-4-(pentafluoro-λ6-sulfanyl)phenyl]methoxy]azetidin-1-yl]-3-oxo-propyl]oxazolidin-2-one FC1=C(C=CC(=C1)S(F)(F)(F)(F)F)COC1CN(C1)C(CC[C@H]1NC(OC1)=O)=O